C(C)C1(COC1)COCCC[Si](OCC)(OCC)C 3-(3-ethyloxetan-3-ylmethoxy)propylmethyldiethoxysilane